(S)-N-((R)-(4-chloro-2,5-difluorophenyl)(cyclopropyl)methyl)-2-methylpropane-2-sulfinamide ClC1=CC(=C(C=C1F)[C@H](N[S@@](=O)C(C)(C)C)C1CC1)F